(2S)-tert-butyl 2-(benzo[d]oxazol-2-yl(hydroxy)methyl)pyrrolidine-1-carboxylate O1C(=NC2=C1C=CC=C2)C([C@H]2N(CCC2)C(=O)OC(C)(C)C)O